CN1CCN(CC1)C1=CC=C(C=C1)NC1=NC2=C(C=CC=C2C=N1)C1CN(CCC1)C(C=C)=O 1-(3-(2-((4-(4-methylpiperazin-1-yl)phenyl)amino)quinazolin-8-yl)piperidin-1-yl)prop-2-en-1-one